acryloyloxypropylmethyldi(hexylsiloxy)silane C(C=C)(=O)OCCC[Si](O[SiH2]CCCCCC)(O[SiH2]CCCCCC)C